(Z)-5-bromo-3-(hydroxyimino)-1-(1-((1s,4s)-4-isopropylcyclohexyl)piperidin-4-yl)indolin-2-one BrC=1C=C2/C(/C(N(C2=CC1)C1CCN(CC1)C1CCC(CC1)C(C)C)=O)=N/O